N(=C=O)CC1(C2C(CC(C1)C2)CCN=C=O)CCCN=C=O 2-(isocyanatomethyl)-2-(3-isocyanatopropyl)-6-(2-isocyanatoethyl)bicyclo[2.2.1]heptane